octamethyl-pentaethylenehexamine CN(CCN(CCN(CCN(CCN(CCN(C)C)C)C)C)C)C